C1(=CC=CC2=CC3=CC=CC=C3C=C12)[Li] anthryl-lithium